BrCC(=O)C=1OC2=C(C1)C=C(C(=C2)F)F 2-bromo-1-(5,6-difluoro-1-benzofuran-2-yl)ethan-1-one